C[C@@H]1NCCC2=C1C1=C(N=NC(=C1)C1=C(C=CC=C1)O)N2 (S)-2-(5-methyl-6,7,8,9-tetrahydro-5H-pyrido[3',4':4,5]pyrrolo[2,3-c]pyridazin-3-yl)phenol